bis(2-methyl-cyclopentyl)dimethoxysilane CC1C(CCC1)[Si](OC)(OC)C1C(CCC1)C